2-(3''''-(Benzoimidazole-1''''-yl)ethyloxy)adenosine C1=CC=C2C(=C1)N=CN2CCOC3=NC(=C4C(=N3)N(C=N4)[C@H]5[C@@H]([C@@H]([C@H](O5)CO)O)O)N